2-chloro-4-(1-methyl-1H-imidazol-5-yl)aniline methyl-4-fluoro-3-[3-(5-formyl-3-methyl-1H-pyrazol-4-yl)propoxy]benzoate COC(C1=CC(=C(C=C1)F)OCCCC=1C(=NNC1C=O)C)=O.ClC1=C(N)C=CC(=C1)C1=CN=CN1C